FC(C=1C=C(C=CC1)CC=1C=2N(C=CC1)N=CC2C(=O)N[C@@H](C)C2=CC=C(C(=O)O)C=C2)(F)F 4-[(1S)-1-[[4-[[3-(trifluoromethyl)phenyl]methyl]pyrazolo[1,5-a]pyridine-3-carbonyl]amino]ethyl]benzoic acid